methyl (S)-4-(3-((tert-butoxycarbonyl)(methyl)amino)pyrrolidin-1-yl)-2-methyl-2H-indazole-7-carboxylate C(C)(C)(C)OC(=O)N([C@@H]1CN(CC1)C=1C2=CN(N=C2C(=CC1)C(=O)OC)C)C